C(C)(C)(C)[C@@H]1NC(OC1)=O (S)-4-tertiary butyl-oxazolidine-2-one